C(C)C1=NC=NC(=C1C=1N=CC2=C(N1)N(C(C=C2)=O)CC2=CC=C(C=C2)C=2N(C=C(N2)C(F)(F)F)C)OC 2-(4-ethyl-6-methoxypyrimidin-5-yl)-8-({4-[1-methyl-4-(trifluoromethyl)imidazol-2-yl]phenyl}methyl)pyrido[2,3-d]pyrimidin-7-one